3-benzyl-3,4,6,7-tetrahydro-5H-imidazo[4,5-c]pyridine-5,6-dicarboxylate C(C1=CC=CC=C1)N1C=NC2=C1CN(C(C2)C(=O)[O-])C(=O)[O-]